5-(3,5-difluorophenyl)-N-((6-(piperazin-1-yl)pyridin-2-yl)methyl)-7H-pyrrolo[2,3-d]pyrimidin-4-amine FC=1C=C(C=C(C1)F)C1=CNC=2N=CN=C(C21)NCC2=NC(=CC=C2)N2CCNCC2